(2S)-2-(1-(tert-butoxycarbonyl)pyrrolidin-2-yl)-2-phenylacetic acid C(C)(C)(C)OC(=O)N1C(CCC1)[C@@H](C(=O)O)C1=CC=CC=C1